(2S,3R)-3-((2-aminopyridin-4-yl)methyl)-N2-(1-methyl-1H-pyrazol-5-yl)-N1-((R)-1-(3,4-difluorophenyl)propyl)-N2-methyl-4-oxoazetidine-1,2-dicarboxamide NC1=NC=CC(=C1)C[C@@H]1[C@H](N(C1=O)C(=O)N[C@H](CC)C1=CC(=C(C=C1)F)F)C(=O)N(C)C1=CC=NN1C